FC1=C(C=C(C=C1)C1=CC=C(C=C1)C)C1=CC=C(C=C1)C 4'-fluoro-4,4''-dimethyl-1,1':3',1''-terphenyl